COCCOCCOCCOC1=CC=C(C[C@@H]2N(CCN(CCN(CCN(C2)CC(=O)O)CC(=O)O)CC(=O)O)CC(=O)O)C=C1 2,2',2'',2'''-[(2S)-2-(4-(2-[2-(2-methoxyethoxy)ethoxy]ethoxy)benzyl)-1,4,7,10-tetraazacyclododecane-1,4,7,10-tetrayl]tetraacetic acid